C(C)(=O)N[C@H](CC1=CC2=CC=CC=C2C=C1)C(=O)N[C@H](CC1=CC=C(C=C1)Cl)C(=O)N[C@H](CC=1C=NC=CC1)C(=O)N[C@@H](CO)C(=O)N[C@@H](CC1=CC=C(C=C1)O)C(=O)N[C@H](CCCNC(=O)N)C(=O)N[C@@H](CC(C)C)C(=O)N[C@@H](CCCNC(N)=N)C(=O)N1[C@@H](CCC1)C(=O)N[C@H](C)C(=O)N N-acetyl-3-(2-naphthyl)-D-alanyl-4-chloro-D-phenylalanyl-3-(3-pyridyl)-D-alanyl-L-seryl-L-tyrosyl-D-citrullyl-L-leucyl-L-arginyl-L-prolyl-D-alaninamide